Dichloro-methane ClCCl